fluoro-6-(methyl-(1-propionylpiperidin-3-yl)amino)-4-(1-methyl-1H-pyrazol-4-yl)-1H-pyrrolo[3,4-c]pyridin-3(2H)-one FC1NC(C=2C(=NC(=CC21)N(C2CN(CCC2)C(CC)=O)C)C=2C=NN(C2)C)=O